C(C)(C)C1=C(NC2=CC=C(C=C12)O[C@@H]1CN(CCC1)C)C=1C=C(C(N(C1)C)=O)C (S)-5-(3-isopropyl-5-((1-methylpiperidin-3-yl)oxy)-1H-indol-2-yl)-1,3-dimethylpyridin-2(1H)-one